FC1=C(N=CC2=C1N=C(N=C2N2CC1CCC(C2)N1C(=O)OC(C)(C)C)SC)C1=CC(=CC2=CC=C(C(=C12)C#C[Si](C(C)C)(C(C)C)C(C)C)F)OCOC tert-butyl 3-[8-fluoro-7-[7-fluoro-3-(methoxymethoxy)-8-(2-triisopropylsilylethynyl)-1-naphthyl]-2-methylthio-pyrido[4,3-d]pyrimidin-4-yl]-3,8-diazabicyclo[3.2.1]octane-8-carboxylate